6-Bromo-3-((tert-butoxy-carbonyl)amino)pyrazine-2-carboxylic acid BrC1=CN=C(C(=N1)C(=O)O)NC(=O)OC(C)(C)C